6-(1-(2,2-difluoroethyl)-4-(2,4-difluorophenyl)-1H-imidazol-5-yl)imidazo[1,2-a]pyridine FC(CN1C=NC(=C1C=1C=CC=2N(C1)C=CN2)C2=C(C=C(C=C2)F)F)F